(8-syn)-8-(2-Cyclopropylmethoxy-4-trifluoromethylphenoxy)-3-(6-trifluoromethylpyridazin-3-yl)-3-azabicyclo[3.2.1]octane C1(CC1)COC1=C(OC2C3CN(CC2CC3)C=3N=NC(=CC3)C(F)(F)F)C=CC(=C1)C(F)(F)F